(2R,3'S,4S)-4-fluoro-N-(3-(5-fluoro-2-((3-methoxy-1-methyl-1H-pyrazol-4-yl)amino)pyrimidine-4-yl)-1H-indol-7-yl)-1'-methyl-[1,3'-bipyrrolidine]-2-carboxamide F[C@H]1C[C@@H](N(C1)[C@@H]1CN(CC1)C)C(=O)NC=1C=CC=C2C(=CNC12)C1=NC(=NC=C1F)NC=1C(=NN(C1)C)OC